COC1=CC=C(CNC2=NC3=CC=C(C=C3C(=C2C)C)C(=O)OC)C=C1 methyl 2-((4-methoxybenzyl)amino)-3,4-dimethylquinoline-6-carboxylate